OC[C@H]1O[C@@H]([C@@H]([C@H]([C@H]1O)N1N=NC(=C1)C1=CC(=C(C(=C1)F)F)F)OC)CC1=CC(=NO1)C(COC)(C)C (2R,3R,4S,5R,6R)-2-(hydroxymethyl)-5-methoxy-6-((3-(1-methoxy-2-methylpropan-2-yl)isoxazol-5-yl)methyl)-4-(4-(3,4,5-trifluorophenyl)-1H-1,2,3-triazol-1-yl)tetrahydro-2H-pyran-3-ol